3-(phenylamino)propionitrile C1(=CC=CC=C1)NCCC#N